N-[4-[2-chloro-3-(4-methylpiperazin-1-yl)phenoxy]-5-fluoro-6-(o-tolyl)pyrimidin-2-yl]-1-methyl-pyrazole-4-sulfonamide ClC1=C(OC2=NC(=NC(=C2F)C2=C(C=CC=C2)C)NS(=O)(=O)C=2C=NN(C2)C)C=CC=C1N1CCN(CC1)C